tert-butyl (3S,4S)-3-[[4-[6-(3,3-difluorocyclobutyl)-7-methoxy-imidazo[1,2-b]pyridazin-3-yl]-5-fluoro-pyrimidin-2-yl]amino]-4-fluoro-piperidine-1-carboxylate FC1(CC(C1)C=1C(=CC=2N(N1)C(=CN2)C2=NC(=NC=C2F)N[C@H]2CN(CC[C@@H]2F)C(=O)OC(C)(C)C)OC)F